(R)-4-(1-(acetyl-d3)-4-acryloylpiperazin-2-yl)-6-chloro-6'-fluoro-N-(methyl-d3)-[2,4'-bipyridine]-2'-carboxamide tert-butyl-(R)-3-(2-bromo-6-chloropyridin-4-yl)piperazine-1-carboxylate C(C)(C)(C)OC(=O)N1C[C@H](NCC1)C1=CC(=NC(=C1)Cl)Br.C(C([2H])([2H])[2H])(=O)N1[C@@H](CN(CC1)C(C=C)=O)C1=CC(=NC(=C1)Cl)C1=CC(=NC(=C1)F)C(=O)NC([2H])([2H])[2H]